4-(4-((1R,5S)-3,8-Diazabicyclo[3.2.1]octan-3-yl)-8-fluoro-2-(((S)-1-methylpyrrolidin-2-yl)methoxy-d2)pyrido[4,3-d]pyrimidin-7-yl)-5-ethynyl-6-fluoronaphthalen-2-ol [C@H]12CN(C[C@H](CC1)N2)C=2C1=C(N=C(N2)OC([2H])([2H])[C@H]2N(CCC2)C)C(=C(N=C1)C1=CC(=CC2=CC=C(C(=C12)C#C)F)O)F